2-methyl-6-[(E)-2-(4,4,5,5-tetramethyl-1,3,2-dioxaborolan-2-yl)ethenyl]Quinoline CC1=NC2=CC=C(C=C2C=C1)\C=C\B1OC(C(O1)(C)C)(C)C